4-benzyl 1-(tert-butyl) (S)-2-(2-hydroxyethyl)piperazine-1,4-dicarboxylate OCC[C@@H]1N(CCN(C1)C(=O)OCC1=CC=CC=C1)C(=O)OC(C)(C)C